COC1=C(C=NN1C=1C=CC2=C(N(C(O2)=O)C)C1)CN1C[C@H](NCC1)C=1C(=C2COC(C2=CC1)=O)C (R)-5-(5-methoxy-4-((3-(4-methyl-1-oxo-1,3-dihydroisobenzofuran-5-yl)piperazin-1-yl)methyl)-1H-pyrazol-1-yl)-3-methyl-benzo[d]oxazol-2(3H)-one